CN(C)C1=CC2=C(C=C1)N=C3C=CC(=[N+](C)C)C(=C3S2)[N+](=O)[O-].[Cl-] The molecule is an organic chloride salt having 3,7-bis(dimethylamino)-4-nitrophenothiazin-5-ium as the counterion. It stains nuclei green and is sometimes used as a counterstain to red or purple primary stains. It has a role as a fluorochrome and a histological dye. It contains a 3,7-bis(dimethylamino)-4-nitrophenothiazin-5-ium.